tert-Butyl 7-(4-hydroxy-7-methoxypyrido[3,2-d]pyrimidin-6-yl)-4,7-diazaspiro[2.5]octane-4-carboxylate OC=1C2=C(N=CN1)C=C(C(=N2)N2CCN(C1(CC1)C2)C(=O)OC(C)(C)C)OC